(Z)-dec-5-enoate C(CCC\C=C/CCCC)(=O)[O-]